4-(5-methoxypyridin-3-yl)-1H-imidazol COC=1C=C(C=NC1)C=1N=CNC1